CN1C(=NN=C1)C1(CCC1)C=1C=C(C=CC1)N1C(C2=C(C(=C1)C(F)(F)F)C=C(N2)CN2C[C@H](CCC2)CC#N)=O (R)-2-(1-((6-(3-(1-(4-methyl-4H-1,2,4-triazol-3-yl)cyclobutyl)phenyl)-7-oxo-4-(trifluoromethyl)-6,7-dihydro-1H-pyrrolo[2,3-c]pyridin-2-yl)methyl)piperidin-3-yl)acetonitrile